tert-butyl (14-(3-(2-(((R)-5-guanidino-1-oxo-1-((4-(ureidomethyl)benzyl)amino)pentan-2-yl)amino)-2-oxo-1-phenylethyl)phenoxy)-3,6,9,12-tetraoxatetradecyl)carbamate N(C(=N)N)CCC[C@H](C(NCC1=CC=C(C=C1)CNC(=O)N)=O)NC(C(C1=CC=CC=C1)C=1C=C(OCCOCCOCCOCCOCCNC(OC(C)(C)C)=O)C=CC1)=O